BrC1=C(C=CC(=C1)Cl)N1N=CC(=C1)NC(C)=O N-[1-(2-BROMO-4-CHLOROPHENYL)PYRAZOL-4-YL]ACETAMIDE